C(C1=CC=CC=C1)OC1=CC(=NC2=CC=NC(=C12)CC#N)C1=C(C=C(C(=C1)F)C(F)(F)F)OC1=C(C(=C(C=C1)F)F)OC 2-[4-benzyloxy-2-[2-(3,4-difluoro-2-methoxy-phenoxy)-5-fluoro-4-(trifluoromethyl)phenyl]-1,6-naphthyridin-5-yl]acetonitrile